N-((1-(2-fluorophenyl)-2,3-dihydro-1H-pyrrolo[2,3-b]pyridin-5-yl)methyl)-1-methyl-2-oxo-2,3-dihydro-1H-benzimidazole-5-carboxamide FC1=C(C=CC=C1)N1CCC=2C1=NC=C(C2)CNC(=O)C2=CC1=C(N(C(N1)=O)C)C=C2